6-bromo-2-[2-[tert-butyl-(dimethyl)silyl]oxyethyl]isoindolin-1-one BrC1=CC=C2CN(C(C2=C1)=O)CCO[Si](C)(C)C(C)(C)C